2-[3-(3-chloro-5-fluorophenyl)ureido]-4-methoxy-N-(3-hydroxy-propyl)benzamide ClC=1C=C(C=C(C1)F)NC(NC1=C(C(=O)NCCCO)C=CC(=C1)OC)=O